COCC=1C=CC(=NC1)NC(N(CC1CCNCC1)C)=O 3-(5-(Methoxymethyl)pyridin-2-yl)-1-methyl-1-(piperidin-4-ylmethyl)urea